O=C1NC(CCC1N1C(C2=CC=C(C=C2C1=O)N1CCN(CC1)CC=O)=O)=O 2-(4-(2-(2,6-dioxopiperidin-3-yl)-1,3-dioxoisoindolin-5-yl)piperazin-1-yl)acetaldehyde